3-(2-methyl-5-(5-(4-(4-methylpiperazin-1-yl)piperidin-1-yl)pentyl)-4-oxoquinazoline-3(4H)-yl)piperidine-2,6-dione CC1=NC2=CC=CC(=C2C(N1C1C(NC(CC1)=O)=O)=O)CCCCCN1CCC(CC1)N1CCN(CC1)C